tert-butyl ((1r,3r)-3-((6-(1-(4-((2-cyanopyrimidin-5-yl)oxy)phenyl)ethyl)pyridin-3-yl)oxy)cyclobutyl)carbamate C(#N)C1=NC=C(C=N1)OC1=CC=C(C=C1)[C@@H](C)C1=CC=C(C=N1)OC1CC(C1)NC(OC(C)(C)C)=O